[4,4-diethyl-1-[1-[3-[[(3R,4R)-3-hydroxy-3-methyl-chroman-4-yl]carbamoyl]phenyl]propyl]-6-oxo-hexahydropyrimidin-2-ylidene]ammonium C(C)C1(NC(N(C(C1)=O)C(CC)C1=CC(=CC=C1)C(N[C@H]1[C@@](COC2=CC=CC=C12)(C)O)=O)=[NH2+])CC